4-(2-((1-cyanocyclopropyl)methyl)-5-(2,6-dimethylphenoxy)-2H-indazol-6-yl)-N-ethyl-6-methyl-7-oxo-6,7-dihydro-1H-pyrrolo[2,3-c]pyridine-2-carboxamide C(#N)C1(CC1)CN1N=C2C=C(C(=CC2=C1)OC1=C(C=CC=C1C)C)C=1C2=C(C(N(C1)C)=O)NC(=C2)C(=O)NCC